CN1N=CC(=C1)NC1=NC=CC(=N1)C1=CC2=C([C@@H](CCN(C2)C2COC2)NC(=O)C=2OC(=NN2)C(C)(C)C)C=C1 5-tert-butyl-1,3,4-oxadiazole-2-carboxylic acid {(R)-8-[2-(1-methyl-1H-pyrazol-4-ylamino)-pyrimidin-4-yl]-2-oxetan-3-yl-2,3,4,5-tetrahydro-1H-2-benzazepin-5-yl}-amide